ClC1=NC=2CCCC(C2C=C1)N1CC2(C1)CCOCC2 2-(2-chloro-5,6,7,8-tetrahydroquinolin-5-yl)-7-oxa-2-azaspiro[3.5]nonane